1,3,5-trimethylcyclohexane CC1CC(CC(C1)C)C